N-(1-(3-Hydroxyisoquinolin-5-yl)cyclopropyl)-2-methyl-5-((1-methylazetidin-2-yl)methoxy)benzamide OC=1N=CC2=CC=CC(=C2C1)C1(CC1)NC(C1=C(C=CC(=C1)OCC1N(CC1)C)C)=O